CCC1=NN(C(=C1Cl)C(=O)NCC2=CC=C(C=C2)OC3=CC=C(C=C3)C)C The molecule is an aromatic amide obtained by formal condensation of the carboxy group of 4-chloro-3-ethyl-1-methylpyrazole-5-carboxylic acid with the amino group of 1-[4-(4-methylphenoxy)phenyl]methylamine. It has a role as a mitochondrial NADH:ubiquinone reductase inhibitor, an agrochemical, an EC 1.3.5.1 [succinate dehydrogenase (quinone)] inhibitor and an antifungal agent. It is a pyrazole insecticide, an aromatic amide, an aromatic ether and an organochlorine compound.